N6-(4-Methoxyphenyl)isoxazolo[5,4-b]pyridin-3,6-diamin COC1=CC=C(C=C1)NC1=CC=C2C(=N1)ON=C2N